6-[5-(2-amino-ethoxy)-pyridin-3-yl]-7-fluoro-1-methyl-3,4-dihydro-1H-quinolin-2-one hydrochloride Cl.NCCOC=1C=C(C=NC1)C=1C=C2CCC(N(C2=CC1F)C)=O